[N+](=O)([O-])C1=C(C=CC(=C1)[N+](=O)[O-])C1=NN=NN1 2,4-dinitrophenyltetrazole